2,3-difluoro-N-methyl-benzamide FC1=C(C(=O)NC)C=CC=C1F